OC(CCC(=O)[O-])CCCCCCC.[Na+] Sodium 4-hydroxyundecanoate